tert-butyl 2-(5-(6-(5-cyano-1H-pyrrolo[2,3-b]pyridin-1-yl)-4-(methylamino) pyridin-3-yl)-1,3,4-thiadiazol-2-yl)-2,7-diazaspiro[3.5]nonane-7-carboxylate C(#N)C=1C=C2C(=NC1)N(C=C2)C2=CC(=C(C=N2)C2=NN=C(S2)N2CC1(C2)CCN(CC1)C(=O)OC(C)(C)C)NC